NC1=CC=C(C=C1)C(CC1=NC(=NC(=N1)N[C@@H](CO)CC(C)C)NS(=O)(=O)C)C N-(4-(2-(4-aminophenyl)propyl)-6-(((R)-1-hydroxy-4-methylpent-2-yl)amino)-1,3,5-triazin-2-yl)methanesulfonamide